C[C@@H]1N(CCCC1)C(CN1CCN(C2=CC=CC=C12)C1=CC=CC=C1)=O (S)-1-(2-Methylpiperidin-1-yl)-2-(4-phenyl-3,4-dihydroquinoxalin-1(2H)-yl)ethan-1-one